2-butyl-7-methyl-1-(piperidin-4-ylmethyl)-1H-imidazo[4,5-d]thieno[3,2-b]pyridin-4-amine C(CCC)C1=NC=2C(=C3C(=NC2N)C=C(S3)C)N1CC1CCNCC1